3-(3-ethylhexylamino)heptanoic acid C(C)C(CCNC(CC(=O)O)CCCC)CCC